COC(C1=C(N=C(C=C1Cl)C)C)=O 4-Chloro-2,6-dimethylnicotinic acid methyl ester